3-(2-(2-methoxyethoxy)ethoxy)benzoic acid COCCOCCOC=1C=C(C(=O)O)C=CC1